ClC=1C(=NC(=NC1)NC1CCOCC1)C1=CC=C2CN(C(C2=C1)=O)[C@@H](C(=O)N[C@H](CO)C1=NC(=CC=C1)N1CCN(CC1)C)C (2R)-2-(6-{5-chloro-2-[(oxan-4-yl)amino]pyrimidin-4-yl}-1-oxo-2,3-dihydro-1H-isoindol-2-yl)-N-[(1S)-2-hydroxy-1-[6-(4-methylpiperazin-1-yl)pyridin-2-yl]ethyl]propanamide